Imidazo[1,2-a]pyridin-2-ylmethyl-d2-amine N=1C(=CN2C1C=CC=C2)C([2H])([2H])N